C(C)(C)(C)OC(CCO[C@H]1[C@H]([C@@H](CC(=C1)C(NCCCCCCCCCCCO[Si](C1=CC=CC=C1)(C1=CC=CC=C1)C(C)(C)C)=O)OCCC(=O)OC(C)(C)C)OCCC(=O)OC(C)(C)C)=O.C(C)[N+](C)(COC)CC diethyl-(methoxymethyl)methylammonium tri-tert-butyl-3,3',3''-(((1R,2S,3R)-5-((11-((tert-butyldiphenylsilyl)oxy)undecyl)carbamoyl)cyclohex-4-ene-1,2,3-triyl)tris(oxy))tripropionate